5-((2,3-dihydro-1H-inden-4-yl)methoxy)-1,3,4-thiadiazol-2-amine C1CCC2=C(C=CC=C12)COC1=NN=C(S1)N